tert-Butyl (6-(benzyloxy)-2-(2-((2R,8S)-2-(benzyloxy)-8-((tert-butyldiphenylsilyl)oxy)-2-(trifluoromethyl)nonanoyl)hydrazine-1-carbonyl)-5-(trifluoromethyl)pyridin-3-yl)carbamate C(C1=CC=CC=C1)OC1=C(C=C(C(=N1)C(=O)NNC([C@](CCCCC[C@H](C)O[Si](C1=CC=CC=C1)(C1=CC=CC=C1)C(C)(C)C)(C(F)(F)F)OCC1=CC=CC=C1)=O)NC(OC(C)(C)C)=O)C(F)(F)F